1-[5-[[4-(3-chloro-4-cyano-phenoxy)cyclohexyl]carbamoyl]-1,3,4-thiadiazol-2-yl]piperidine-4-carboxylic acid ClC=1C=C(OC2CCC(CC2)NC(=O)C2=NN=C(S2)N2CCC(CC2)C(=O)O)C=CC1C#N